COC1=C(NC(=C1)C=1NC=2CCCCC2C1)C=O 3-methoxy-5-(4,5,6,7-tetrahydro-1H-indol-2-yl)-1H-pyrrole-2-carbaldehyde